ClCC(=O)NC=1C=C(C(=NC1)C(=O)N[C@H](C(=O)OCC)CCC(=O)OCC)C(F)(F)F 1,5-diethyl (2S)-2-([5-(2-chloroacetamido) (trifluoromethyl)pyridin-2-yl]formamido)pentanedioate